6-chloro-1-[[(3S)-tetrahydropyran-3-yl]methyl]-4,9-dihydro-3H-pyrido[3,4-b]indole ClC=1C=C2C3=C(NC2=CC1)C(=NCC3)C[C@H]3COCCC3